ClC1=NC(=CC(=C1N)C)Cl 2,6-dichloro-3-amino-4-methylpyridine